N-(1-(5-(3-cyano-6-ethoxypyrazolo[1,5-a]pyridin-4-yl)pyridin-2-yl)-4-methylpiperidin-4-yl)-5-ethynylpyridineAmide C(#N)C=1C=NN2C1C(=CC(=C2)OCC)C=2C=CC(=NC2)N2CCC(CC2)(C)NC(=O)C2=NC=C(C=C2)C#C